1-[3-acetyl-6-[5-bromo-6-[2-(dimethylamino)ethoxy]benzimidazol-1-yl]-2-pyridyl]-5-methyl-pyrazole-3-carbonitrile C(C)(=O)C=1C(=NC(=CC1)N1C=NC2=C1C=C(C(=C2)Br)OCCN(C)C)N2N=C(C=C2C)C#N